NCC1=CC(=C(C=C1)NC(=O)C1=CC2=C(OCCC3=C2SC=C3)C=C1C=1C(=NC(=CC1)C(N[C@H]1[C@H]3CC[C@@H](C1)C3)=O)C(=O)O)C 3-(9-((4-(aminomethyl)-2-methylphenyl)carbamoyl)-4,5-dihydrobenzo[b]thieno[2,3-d]oxepin-8-yl)-6-(((1S,2R,4R)-bicyclo[2.2.1]heptan-2-yl)carbamoyl)picolinic acid